OC=1N(N=C2CN(CCC21)C(C)=O)C2=NC=CC=C2 (3-hydroxy-2-(pyridin-2-yl)-2,4,5,7-tetrahydro-6H-pyrazolo[3,4-c]pyridin-6-yl)ethan-1-one